(5S,8S)-N-(4-chloro-2,3-difluorobenzyl)-5-fluoro-8-hydroxy-5,6,7,8-tetrahydroquinoline-5-carboxamide ClC1=C(C(=C(CNC(=O)[C@]2(C=3C=CC=NC3[C@H](CC2)O)F)C=C1)F)F